ClC1=C(C(=CC=C1)F)C1=CC(=C(N=N1)C(=O)N)NC1=CC=C(C=C1)S(=O)(=O)N1CCN(CC1)C1CC1 6-(2-Chloro-6-fluorophenyl)-4-((4-((4-cyclopropylpiperazin-1-yl)sulfonyl)phenyl)amino)pyridazine-3-carboxamide